P(=O)(OCC(COC(CCCCCCCCCCCCCCC)=O)OC(CCCCCCCCCCC1(N=N1)CCCC)=O)(OCC[N+](C)(C)C)[O-] 2-((11-(3-butyl-3H-diazirin-3-yl)undecanoyl)oxy)-3-(palmitoyloxy)propyl (2-(trimethylammonio)ethyl) phosphate